C[Si](OCC)(OCC)CCCNCCCCCCCC[Si](OCC)(OCC)OCC (methyldiethoxysilylpropyl)-(triethoxysilyloctyl)amine